1-(3,5-Bis(benzyloxy)-4-bromophenyl)propan-1-ol C(C1=CC=CC=C1)OC=1C=C(C=C(C1Br)OCC1=CC=CC=C1)C(CC)O